tert-Butyl (3-fluoro-4-nitrophenyl)carbamate FC=1C=C(C=CC1[N+](=O)[O-])NC(OC(C)(C)C)=O